N[C@@H]1CN(CC[C@H]1F)C1=NC2=C(N1CC(=O)N(C)C)C=C(C(=C2)F)F 2-(2-((3r,4r)-3-amino-4-fluoro-1-piperidinyl)-5,6-difluoro-1H-benzoimidazol-1-yl)-N,N-dimethylacetamide